isopropyl ((((2R,3S,5R)-5-(2-amino-6-oxo-1,6-dihydro-9H-purin-9-yl)-3-hydroxytetrahydrofuran-2-yl)methoxy)(phenoxy)phosphoryl)-L-alaninate NC=1NC(C=2N=CN(C2N1)[C@H]1C[C@@H]([C@H](O1)COP(=O)(OC1=CC=CC=C1)N[C@@H](C)C(=O)OC(C)C)O)=O